(S)-N-(6-(6-(3-methoxy-2-methylphenyl)-1-oxophthalazin-2(1H)-yl)pyridin-3-yl)pyrrolidine-2-carboxamide COC=1C(=C(C=CC1)C=1C=C2C=NN(C(C2=CC1)=O)C1=CC=C(C=N1)NC(=O)[C@H]1NCCC1)C